butyl-(7E)-9-oxo-7-nonenoic acid C(CCC)C(C(=O)O)CCCC\C=C\C=O